benzyl N-[2-[[5-(6-chloro-2-pyridyl)-1-methyl-imidazol-4-yl]methoxy]ethyl]-N-methyl-carbamate ClC1=CC=CC(=N1)C1=C(N=CN1C)COCCN(C(OCC1=CC=CC=C1)=O)C